trans-N1-(6,7-dimethoxy-2-(4-(piperazin-1-yl)phenyl)quinolin-4-yl)cyclohexane-1,4-diamine COC=1C=C2C(=CC(=NC2=CC1OC)C1=CC=C(C=C1)N1CCNCC1)N[C@@H]1CC[C@H](CC1)N